potassium caprylate C(CCCCCCC)(=O)[O-].[K+]